octaaminonickel N[Ni](N)(N)(N)(N)(N)(N)N